N1=CC=C2N1CC(N=CC2)=O 4H-pyrazolo[1,5-d][1,4]diazepin-7(8H)-one